FC=1C(NC(N(C1)C1OCCC1)=O)=O 5-fluoro-1-(tetrahydro-2-furyl)-uracil